NC1=CC(=C(C=C1)N1N=C(C=2C=NC(=CC21)Cl)NCCCNC(OC(C)(C)C)=O)OC tert-Butyl (3-((1-(4-amino-2-methoxyphenyl)-6-chloro-1H-pyrazolo[4,3-c]pyridin-3-yl)amino)propyl)carbamate